2-chloro-4,5-difluoronitrobenzene C1=C(C(=CC(=C1F)F)Cl)[N+](=O)[O-]